CNC1=CC=CC=2C(C3=CC=CC=C3C(C12)=O)=O 4-(methylamino)anthraquinone